2-(3-(((1R,2R,3S,5R)-6,6-difluoro-2-methoxy-1,5-dimethyl-8-azabicyclo[3.2.1]octan-3-yl)(methyl)amino)-1,2,4-triazin-6-yl)-5-(1H-imidazol-1-yl)phenol FC1([C@]2(C[C@@H]([C@H]([C@@](C1)(N2)C)OC)N(C=2N=NC(=CN2)C2=C(C=C(C=C2)N2C=NC=C2)O)C)C)F